4-[4-(3-aminopropionamido)-2-oxo-2,3-dihydro-1H-1,3-benzodiazol-1-yl]-N-(3-methoxy-4-methylphenyl)cyclohexane-1-carboxamide NCCC(=O)NC1=CC=CC=2N(C(NC21)=O)C2CCC(CC2)C(=O)NC2=CC(=C(C=C2)C)OC